(4-((1s,4s)-1-(methylimino)-1-oxo-hexahydro-1λ6-thiopyran-4-yl)phenyl)carbamic acid tert-butyl ester C(C)(C)(C)OC(NC1=CC=C(C=C1)C1CCS(CC1)(=O)=NC)=O